2-(Pyridin-2-yl-6-d)morpholine N1=C(C=CC=C1[2H])C1CNCCO1